Benzodi-oxane O1CCOC2=C1C=CC=C2